N-cyclopropyl-((4-methyl-3-oxoquinuclidin-2-yl)methyl)methanesulfonamide C1(CC1)NS(=O)(=O)CCC1N2CCC(C1=O)(CC2)C